P(=O)(=O)[Zn] phosphozinc